ClC1=NC(=CC(=C1)C1=C(N=C(S1)NC(=O)N1CC(CC1)C(C)(C)O)C1=CC(=CC=C1)C#N)C N-[5-(2-Chloro-6-methyl-4-pyridyl)-4-(3-cyanophenyl)thiazol-2-yl]-3-(1-hydroxy-1-methyl-ethyl)pyrrolidine-1-carboxamide